phosphonium pyridine salt N1=CC=CC=C1.[PH4+]